4',7-dihydroxyisoflavone Methyl-(S)-4-methyl-2-(2-(1-(3-(3,4-dichlorophenyl)propanoyl)piperidin-4-yl)acetamido)pentanoate C[C@@](C(=O)O)(CC(C)C)NC(CC1CCN(CC1)C(CCC1=CC(=C(C=C1)Cl)Cl)=O)=O.OC1=CC=C(C2=COC3=CC(=CC=C3C2=O)O)C=C1